1-{(R)-2-Methoxy-1-[2-(2,2,2-trifluoro-ethoxy)-pyridin-4-yl]-ethyl}-3-spiro[2.3]hex-5-yl-urea COC[C@@H](C1=CC(=NC=C1)OCC(F)(F)F)NC(=O)NC1CC2(CC2)C1